methyl-dioctadecyl-phosphonium tetra(pentafluorophenyl)borate FC1=C(C(=C(C(=C1[B-](C1=C(C(=C(C(=C1F)F)F)F)F)(C1=C(C(=C(C(=C1F)F)F)F)F)C1=C(C(=C(C(=C1F)F)F)F)F)F)F)F)F.C[PH+](CCCCCCCCCCCCCCCCCC)CCCCCCCCCCCCCCCCCC